ClC1=C(C(=NC2=C(C(=NC=C12)Cl)F)O)[N+](=O)[O-] 4,7-dichloro-8-fluoro-3-nitro-1,6-naphthyridin-2-ol